CCCCCCCC/C=C\\CCCCCCCC(=O)N[C@H](C(=O)O)O The molecule is an N-acyl-(2S)-hydroxyglycine resulting from the formal condensation of (9Z-octadecenoic acid (oleic acid) with the amino group of (2S)-hydroxyglycine. It derives from an oleic acid. It is a conjugate acid of a N-(9Z-octadecenoyl)-(2S)-hydroxyglycinate.